P(=O)(OC)(OCCOC(C(=C)C)=O)[O-] methyl (2-methacryloxyethyl) phosphate